C(C)NC1=NN(C2=CC=CC(=C12)C1=CC2=CC=CC(=C2C=C1)C(NC1=CC=CC=C1)=O)C(=O)OC(C)(C)C tert-butyl 3-(ethylamino)-4-(5-(phenylcarbamoyl) naphthalen-2-yl)-1H-indazole-1-carboxylate